N,N-diisopropylFluoroethylamine C(C)(C)N(C(C)C)CCF